COC=1C=C(/C(=N/C2=CC=CC=C2)/C#N)C=CC1 (Z)-3-methoxy-N-phenylbenzimidoyl cyanide